N-(4-(ethylsulfonyl)benzyl)-6-(isopropylamino)-5-nitronicotinamide C(C)S(=O)(=O)C1=CC=C(CNC(C2=CN=C(C(=C2)[N+](=O)[O-])NC(C)C)=O)C=C1